CN1C=NNC1=O 4-methyl-5-oxo-1H-1,2,4-triazol